(p-tolyl)sulfane C1(=CC=C(C=C1)S)C